(R)-1-(2-amino-4-(tetrazol-1-yl)phenyl)piperidin-3-ol NC1=C(C=CC(=C1)N1N=NN=C1)N1C[C@@H](CCC1)O